CC(C)OC=1C=C2C(=NN(C2=CC1)C(C1=CC=CC=C1)(C1=CC=CC=C1)C1=CC=CC=C1)N 5-(prop-2-yloxy)-1-trityl-1H-indazol-3-amine